(2R,3S,4S,5R)-3-(3,4-difluoro-2-methoxyphenyl)-4,5-dimethyl-N-(2-(pyrazolidine-1-carbonyl)pyridin-4-yl)-5-(trifluoromethyl)tetrahydrofuran-2-carboxamide FC=1C(=C(C=CC1F)[C@H]1[C@@H](O[C@]([C@H]1C)(C(F)(F)F)C)C(=O)NC1=CC(=NC=C1)C(=O)N1NCCC1)OC